4-(((R)-3-((R)-3-(dimethylamino)-2-methylenebutanamido)piperidin-1-yl)methyl)-N-(4-(4-morpholino-7H-pyrrolo[2,3-d]pyrimidin-6-yl)phenyl)picolinamide trifluoroacetate FC(C(=O)O)(F)F.CN([C@@H](C(C(=O)N[C@H]1CN(CCC1)CC1=CC(=NC=C1)C(=O)NC1=CC=C(C=C1)C1=CC2=C(N=CN=C2N2CCOCC2)N1)=C)C)C